C[C@H](CC)CCC=C(C)C |r| (+-)-3,7-DIMETHYL-6-OCTEN